4-(1-hydroxycyclopentyl)-1,2,5-oxadiazole-3-carboxamide OC1(CCCC1)C=1C(=NON1)C(=O)N